8-[18F]fluoroguanine [18F]C1=NC=2N=C(NC(C2N1)=O)N